BrC=1C=C(C=C(C1)N(C1=CC=CC=C1)C1=CC=CC=C1)B(O)O (3-bromo-5-(diphenylamino)phenyl)boronic acid